C(C)(C)C1=C(NC2=CC=C(C=C12)C1CCNCC1)C=1C(=C(C=2N(N1)N=CN2)OC)C 6-(3-isopropyl-5-(piperidin-4-yl)-1H-indol-2-yl)-8-methoxy-7-methyl-[1,2,4]triazolo[1,5-b]pyridazine